FC(C1=NN=C(O1)C1=CC(=C(CN2C(N(C3=C2C=CC=C3)C3CCN(CC3)S(=O)(=O)C)=O)C=C1)F)F 1-(4-(5-(difluoromethyl)-1,3,4-oxadiazol-2-yl)-2-fluorobenzyl)-3-(1-(methylsulfonyl)piperidin-4-yl)-1,3-dihydro-2H-benzo[d]imidazol-2-one